[OH-].C(C1=CC=CC=C1)[N+](C)(C)C benzyltrimethylammonium hydroxide salt